5-chloro-1'-{2-[4-(3-methyl-1H-pyrazol-4-yl)phenoxy]ethyl}-1,2-dihydrospiro[indole-3,4'-piperidin]-2-one ClC=1C=C2C(=CC1)NC(C21CCN(CC1)CCOC1=CC=C(C=C1)C=1C(=NNC1)C)=O